COC(C1=C(C=CC(=C1)[C@@H](CO)N1C(N[C@](C1=O)(CC(C)(C)C)C1=C(C=C(C=C1)Br)F)=N)Cl)=O 5-((S)-1-((R)-4-(4-bromo-2-fluorophenyl)-2-imino-4-neopentyl-5-oxoimidazolidin-1-yl)-2-hydroxyethyl)-2-chlorobenzoic acid methyl ester